tert-butyl (S)-(3,3-difluoro-5-hydroxypentan-2-yl-5,5-d2)carbamate FC([C@H](C)NC(OC(C)(C)C)=O)(CC([2H])([2H])O)F